3-(2-methyl-2H-indazol-5-yl)-N-(1-methylpiperidin-4-yl)-1H-pyrrolo[2,3-b]pyridine-5-carboxamide CN1N=C2C=CC(=CC2=C1)C1=CNC2=NC=C(C=C21)C(=O)NC2CCN(CC2)C